C(C)OC(=O)C=1N=C2N(N=C(C=C2)C2CCN(CC2)C(C)=O)C1 6-(1-Acetylpiperidin-4-yl)imidazo[1,2-b]pyridazine-2-carboxylic acid ethyl ester